(1S,2S,3S)-N-[7-chloro-6-[4-((3S,4S)-4-fluoro-3-methyl-tetrahydrofuran-3-yl)piperazin-4-ium-1-yl]-3-isoquinolyl]-2-methyl-3-(2-pyridyl)cyclopropanecarboxamide ClC1=C(C=C2C=C(N=CC2=C1)NC(=O)[C@H]1[C@H]([C@@H]1C1=NC=CC=C1)C)N1CC[NH+](CC1)[C@]1(COC[C@H]1F)C